6-(2-bromo-1-hydroxyethyl)-8-fluoro-3,4-dihydroquinolin-2(1H)-one BrCC(O)C=1C=C2CCC(NC2=C(C1)F)=O